N-([4-[4-[[2-(4-chlorophenyl)-4,4-dimethylcyclohexen-1-yl]methyl]piperazin-1-yl]phenyl]sulfonyl)-6-(trifluoromethyl)pyridine-2-carboxamide ClC1=CC=C(C=C1)C1=C(CCC(C1)(C)C)CN1CCN(CC1)C1=CC=C(C=C1)S(=O)(=O)NC(=O)C1=NC(=CC=C1)C(F)(F)F